9-[(2R,3R,4S,5R)-3,4-Dihydroxy-5-(hydroxymethyl)tetrahydrofur-2-yl]-2-[2-(glycylamino)acetylamino]-1,9-dihydropurin-6-one O[C@H]1[C@@H](O[C@@H]([C@H]1O)CO)N1C=2N=C(NC(C2N=C1)=O)NC(CNC(CN)=O)=O